(3R)-3-[4-[3-cyano-4-(2-pyridylsulfanyl)pyrazolo[1,5-a]pyridin-6-yl]pyrazol-1-yl]piperidine-1-carboxylate C(#N)C=1C=NN2C1C(=CC(=C2)C=2C=NN(C2)[C@H]2CN(CCC2)C(=O)[O-])SC2=NC=CC=C2